C[Si]1(C=2C(=NC3=C1C=C(C=C3)N3CCOCC3)C=CC(C2)=O)C 10,10-dimethyl-8-morpholinodibenzo[b,e][1,4]azasilin-2(10H)-one